2-(tert-Butyl) 5-methyl 2-azabicyclo[4.1.0]heptane-2,5-dicarboxylate C12N(CCC(C2C1)C(=O)OC)C(=O)OC(C)(C)C